C(CC1=CC=CC=C1)O (S)-phenethyl alcohol